methyl N-[4-methyl-5-({4-[(2S)-2-[(8-nitroquinazolin-4-yl)amino]propyl]piperazin-1-yl}sulfonyl)-1,3-thiazol-2-yl]carbamate CC=1N=C(SC1S(=O)(=O)N1CCN(CC1)C[C@H](C)NC1=NC=NC2=C(C=CC=C12)[N+](=O)[O-])NC(OC)=O